1-(9-chloro-5,6,8,9,10,11-hexahydro-7H-5,9:7,11-dimethanobenzo[9]annulen-7-yl)-3-(1-(tetrahydro-2H-pyran-4-carbonyl)piperidin-4-yl)urea ClC12CC3(CC(C4=C(C(C1)C3)C=CC=C4)C2)NC(=O)NC2CCN(CC2)C(=O)C2CCOCC2